tert-butyl (R)-3-((7-bromo-2-chloro-8-fluoro-6-(trifluoromethyl)quinazolin-4-yl)(cyclopropyl)amino)pyrrolidine-1-carboxylate BrC1=C(C=C2C(=NC(=NC2=C1F)Cl)N([C@H]1CN(CC1)C(=O)OC(C)(C)C)C1CC1)C(F)(F)F